(S)-4-ethoxy-6-(1-(7-(2-(ethyl(methyl)amino)ethyl)-5-(4-ethyl-1-methyl-6-oxo-1,6-dihydropyridin-3-yl)-1-oxo-3,4-dihydroisoquinolin-2(1H)-yl)ethyl)nicotinonitrile C(C)OC1=CC(=NC=C1C#N)[C@H](C)N1C(C2=CC(=CC(=C2CC1)C1=CN(C(C=C1CC)=O)C)CCN(C)CC)=O